CC1(CCNC2=CC(=CC=C12)/C(/C#N)=C(\O)/C1=CC(=NN1C)C)C (E)-2-(4,4-dimethyl-1,2,3,4-tetrahydroquinolin-7-yl)-3-(1,3-dimethyl-1H-pyrazol-5-yl)-3-hydroxyacrylonitrile